2-[(1S,4S,5R)-5-{[5-cyclopropyl-3-(2,6-dichlorophenyl)-1,2-oxazol-4-yl]methoxy}-2-azabicyclo[2.2.1]heptan-2-yl]-4-[(3R)-oxolan-3-yloxy]-1,3-benzothiazole-6-carboxylic acid C1(CC1)C1=C(C(=NO1)C1=C(C=CC=C1Cl)Cl)CO[C@H]1[C@@H]2CN([C@H](C1)C2)C=2SC1=C(N2)C(=CC(=C1)C(=O)O)O[C@H]1COCC1